2'-amino-[1,1':4',1''-terphenyl]-4,4''-dicarboxylic acid cerium [Ce].NC1=C(C=CC(=C1)C1=CC=C(C=C1)C(=O)O)C1=CC=C(C=C1)C(=O)O